ClC1=CC(=C(C=C1)C1=CC=CC=C1)C1=NC(=NC(=N1)C1=CC=CC=C1)C=1C=C(C=CC1)C1=CC=C(C=C1)C#N 3'-(4-(4-chloro-[1,1'-biphenyl]-2-yl)-6-phenyl-1,3,5-triazin-2-yl)-[1,1'-biphenyl]-4-carbonitrile